5-(N-phenylcarboxamido)-2-thiobarbituric acid C1=CC=C(C=C1)NC(=O)C2C(=O)NC(=S)NC2=O